NC1=NN2C(C=C(C=C2)C=2C=NC(=C(C(=O)NCC(CC3=CC=C(C=C3)F)(C)O)C2)C)=N1 5-(2-amino-[1,2,4]triazolo[1,5-a]pyridin-7-yl)-N-(3-(4-fluorophenyl)-2-hydroxy-2-methylpropyl)-2-methylnicotinamide